ClC=1C=C2C(=NC(=NC2=C(C1C=1C(=CC=C2C=NN(C12)CC)C)F)N1CC(C1)N(C)C)N1C[C@H](N(C[C@@H]1C)C(C=C)=O)C 1-((2R,5S)-4-(6-chloro-2-(3-(dimethylamino)azetidin-1-yl)-7-(1-ethyl-6-methyl-1H-indazol-7-yl)-8-fluoroquinazolin-4-yl)-2,5-dimethylpiperazin-1-yl)prop-2-en-1-one